C(C)CC(C(CO)O)O 4-ethyl-1,2,3-butanetriol